ClC1=C(C=C(C(=C1)OC)C)C=1N=C(SC1C)N(CC#C)[C@@H](CC1CC1)C1=CC(=C(C=C1)C)F 4-(2-chloro-4-methoxy-5-methylphenyl)-N-[(1S)-2-cyclopropyl-1-(3-fluoro-4-methylphenyl)ethyl]-5-methyl-N-(2-propynyl)-1,3-thiazol-2-amine